OC1=C(C=CC=O)C=CC=C1 o-hydroxycinnamaldehyde